OP([O-])(=O)OP(=O)([O-])[O-].C(CCC)[N+](CCCC)(CCCC)CCCC.C(CCC)[N+](CCCC)(CCCC)CCCC.C(CCC)[N+](CCCC)(CCCC)CCCC Tri(tetrabutylammonium) hydrogen pyrophosphate